1-(2-fluoro-2-deoxy-beta-D-arabinofuranosyl)-5-iodocytosine F[C@@H]1[C@@H](O[C@@H]([C@H]1O)CO)N1C(=O)N=C(N)C(=C1)I